N-((3-(5-fluoropyridin-2-yl)azetidin-3-yl)methyl)-2,5-bis(trifluoromethyl)pyrazolo[1,5-a]pyrimidin-7-amine FC=1C=CC(=NC1)C1(CNC1)CNC1=CC(=NC=2N1N=C(C2)C(F)(F)F)C(F)(F)F